3-mercapto-1-propyl-trimethoxysilane Methyl-(S)-2-((2S,3R)-2-(2-((S)-1-(2,3-difluorobenzyl)-5-oxopyrrolidin-2-yl)acetamido)-3-methoxybutanamido)-3-(4-fluorophenyl)propanoate COC([C@H](CC1=CC=C(C=C1)F)NC([C@H]([C@@H](C)OC)NC(C[C@H]1N(C(CC1)=O)CC1=C(C(=CC=C1)F)F)=O)=O)=O.SCCC[Si](OC)(OC)OC